COCCC1=CC=CC=C1 (S)-2-methoxy-1-phenylethan